ClC1=C(C(=O)N[C@@H](CCCNC(CF)=N)C=2OC(=CN2)C2=CC=C(C=C2)Cl)C(=CC=C1)OC (S)-2-Chloro-N-(1-(5-(4-chlorophenyl)oxazol-2-yl)-4-(2-fluoroacetimidamido)butyl)-6-methoxybenzamide